C(CCC)[Ti](CC)(CC)CCCC Di-n-butyl-diethyl-titanium